[Br-].C(C1=CC=CC=C1)[N+](C)(CCCl)CCCl benzyl-di(2-chloroethyl)methylammonium bromide